7-Chloro-4-(2-((6-(4,5-dimethyl-1H-imidazol-1-yl)pyridin-3-yl)methylene)hydrazino)quinazoline ClC1=CC=C2C(=NC=NC2=C1)NN=CC=1C=NC(=CC1)N1C=NC(=C1C)C